Cl.Cl.C(C)C1=CC=CC(=N1)C1=NC2=C(N1)C=CC(=C2)C(=N)N 2-(6-ethylpyridin-2-yl)-1H-benzo[d]imidazole-5-carboxamidine dihydrochloride